F[C@H]1C[C@H](C1)C(=O)N1[C@H]([C@]2(CC1)NC(COC2)=O)CC=2C(=C(C=CC2)C2=CC(=CC(=C2)F)F)F (1S,5S)-2-[(cis)-3-fluorocyclobutanecarbonyl]-1-({2,3',5'-trifluoro-[1,1'-biphenyl]-3-yl}methyl)-9-oxa-2,6-diazaspiro[4.5]decan-7-one